Cl.N1[C@H](CCC1)CNC(=O)C1=CN(CCS1)C1=C2C(=NC=C1)NC=C2 (R)-N-(pyrrolidin-2-ylmethyl)-4-(1H-pyrrolo[2,3-b]pyridin-4-yl)-3,4-dihydro-2H-1,4-thiazine-6-carboxamide hydrochloride